1-cyclopropyl-3,3-dimethyl-5-phenyl-piperazine C1(CC1)N1CC(NC(C1)C1=CC=CC=C1)(C)C